C(C)(=O)N[C@@H](CS)C(=O)OC1COC(CC1)C 6-methyltetrahydro-2H-pyran-3-yl acetyl-L-cysteinate